C/C(/C(=O)O)=C\C(=O)O.C/C(/C(=O)O)=C\C(=O)O.C/C(/C(=O)O)=C\C(=O)O.O1C=C(C(=O)C=2C(O)=CC(O)=CC12)C1=CC=C(O)C=C1 Genistein tri(methyl fumarate)